C(C)(C)(C)C(=O)N1C=CC=2C(=CC=NC12)B1OC(C)(C)C(C)(C)O1 1-(t-butylcarbonyl)-7-azaindole-4-boronic acid pinacol ester